C1(CC1)OC1=C(C=CC=C1)C1=C(C=NC=C1)C1(CC1)OCC=1C=C(C=CC1CC)SCCCC(=O)NC[C@@H]([C@H]([C@@H]([C@@H](CO)O)O)O)O 4-[[3-([1-[4-(2-Cyclopropoxyphenyl)pyridin-3-yl]cyclopropoxy]methyl)-4-ethylphenyl]sulfanyl]-N-[(2S,3R,4R,5R)-2,3,4,5,6-pentahydroxyhexyl]butanamide